N-{5-[2-(2,6-dichlorophenyl)acetylamino]pyridazin-3-yl}-N-(3,4-difluorophenyl)acetamide ClC1=C(C(=CC=C1)Cl)CC(=O)NC=1C=C(N=NC1)N(C(C)=O)C1=CC(=C(C=C1)F)F